C(C)OCCO[Si](C)(C)C 2-(ethoxy)ethoxytrimethylsilane